2-[3-ethylsulfonyl-7-(2,2,2-trifluoroethoxy)imidazo[1,2-a]pyridin-2-yl]-6-(trifluoromethylsulfonyl)isoindolin-1-one C(C)S(=O)(=O)C1=C(N=C2N1C=CC(=C2)OCC(F)(F)F)N2C(C1=CC(=CC=C1C2)S(=O)(=O)C(F)(F)F)=O